2-(2,6-dichloropyridin-4-yl)-1,1,1-trifluoropropan-2-ol ClC1=NC(=CC(=C1)C(C(F)(F)F)(C)O)Cl